1-(azetidin-3-yl)pyrrolidine N1CC(C1)N1CCCC1